1-[4-[4-[[1-(2,6-dioxo-3-piperidyl)-2-oxo-benzo[cd]indol-6-yl]methyl]pyrazol-1-yl]piperidine-1-carbonyl]cyclobutanecarbonitrile O=C1NC(CCC1N1C(C2=C3C(C(=CC=C13)CC=1C=NN(C1)C1CCN(CC1)C(=O)C1(CCC1)C#N)=CC=C2)=O)=O